C(C1=CC=CC=C1)N1C2CCC(C1=O)(C2)NC(OCC2=CC=CC=C2)=O benzyl (2-benzyl-3-oxo-2-azabicyclo[2.2.1]heptan-4-yl)carbamate